2-amino-3-chloro-6-fluoro-benzoic acid NC1=C(C(=O)O)C(=CC=C1Cl)F